C(C1=CC=CC=C1)OCC(CC(CC(=O)OC)=O)=O methyl 6-benzyloxy-3,5-diketohexanoate